(1S,3R,4S,5R)-5-[[4-cyclopropyl-1-(2,6-dichlorophenyl)-1H-pyrazol-5-yl]methoxy]-3-methyl-2-azabicyclo[2.2.1]heptane-2-carboxylic acid tert-butyl ester C(C)(C)(C)OC(=O)N1[C@@H]2C[C@H]([C@H]([C@H]1C)C2)OCC2=C(C=NN2C2=C(C=CC=C2Cl)Cl)C2CC2